CC1OC(CN(C1)CC1=CC=C(O1)C(=O)N(C)OC)C 5-((2,6-dimethylmorpholino)methyl)-N-methoxy-N-methylfuran-2-carboxamide